BrC=1C=C(C(=NC1OC(C)C1=CC(=CC(=C1)F)F)C)N=CN(C)CC N'-{5-bromo-6-[1-(3,5-difluorophenyl)ethoxy]-2-methylpyridin-3-yl}-N-ethyl-N-methylimido-formamide